4-methoxybenzoic acid [4-(2-ethyl) benzylidene-2-pentyl] ester CCC1=CC=C(C=CCCC(C)OC(C2=CC=C(C=C2)OC)=O)C=C1